C(C)(C)(C)S(=O)NC(CC(=O)[O-])C1=NC=CC(=C1)Cl 3-((tert-butylsulfinyl)amino)-3-(4-chloropyridin-2-yl)propanoate